8-(cyclohexylmethyl)-4-[(2R)-3-(3,4-dihydro-1H-isoquinolin-2-yl)-2-hydroxy-propyl]-1-methyl-2,3-dihydro-1,4-benzodiazepin-5-one C1(CCCCC1)CC1=CC2=C(C(N(CCN2C)C[C@@H](CN2CC3=CC=CC=C3CC2)O)=O)C=C1